ClC=1C(=C2C=NNC2=C(C1F)NCC(F)F)C=1N=CC=2N(C1)C=C(N2)NC(=O)C2C(C2)F N-(6-(5-chloro-7-((2,2-difluoroethyl)amino)-6-fluoro-1H-indazol-4-yl)imidazo[1,2-a]pyrazin-2-yl)-2-fluorocyclopropane-1-carboxamide